ClC1=CC2=C(C3=C(CN=C2C2=C(C=CC=C2)F)C=NC=N3)C=C1 9-Chloro-7-(2-fluorophenyl)-5H-pyrimido[5,4-d][2]benzazepin